C(C)(C)C=1C(=CC2=C(N(C(N2)=O)C2CCC(CC2)NCC2(CC2)S(=O)(=O)C)C1)C=1C(=C(C=2N(C1)N=CN2)OC)C 6-isopropyl-5-(8-methoxy-7-methyl-[1,2,4]triazolo[1,5-a]pyridin-6-yl)-1-(4-(((1-(methylsulfonyl)cyclopropyl)methyl)amino)cyclohexyl)-1,3-dihydro-2H-benzo[d]imidazol-2-one